ClCCCl dichloroethylene